COC(=O)C12C(=NC=3C=CC(=CC13)I)C=1NC3=CC=CC=C3C1CCN2 Methyl-3-iodo-5,6,7,12-tetrahydro-4bH-azepino[3,2-b:4,5-b']diindole-4b-carboxylate